NC1=NC2=C(C=CC=C2C(=C1)C=1N=NN(C1)CC1=CC=CC(=N1)C(C)(C)O)OC 2-(6-{[4-(2-amino-8-methoxyquinolin-4-yl)-1H-1,2,3-triazol-1-yl]methyl}pyridin-2-yl)propan-2-ol